F[C@@H]1CCC2CCNC2=C1 (6R,8aS)-6-fluorohexahydroindol